C(C)(C)(C)OC(=O)N1CCN(CC1)C(=O)[C@@]1(CCC(=C(C1)CN1CCN(CC1)C1=CC(=C(C(=O)O)C=C1)OC=1C=C2C(=NC1)NC=C2)C2=CC=C(C=C2)Cl)C 4-[4-[[(5R)-5-(4-tert-butoxycarbonylpiperazine-1-carbonyl)-2-(4-chlorophenyl)-5-methylcyclohexen-1-yl]methyl]piperazin-1-yl]-2-(1H-pyrrolo[2,3-b]pyridin-5-yloxy)benzoic acid